ethyl 3-(((tert-butyldimethylsilyl)oxy)methyl)pyrazolo[1,5-a]pyridine-5-carboxylate [Si](C)(C)(C(C)(C)C)OCC=1C=NN2C1C=C(C=C2)C(=O)OCC